C(CCCCCCCCCCC)OC(CCSCCC(=O)OCCCCCCCCCCCC)=O dilauryl-3,3'-thiodipropionate